NC=1C(=C(C(=CC1)F)C(=O)C1=CNC2=NC=C(C=C21)Br)F (3-amino-2,6-difluoro-phenyl)-(5-bromo-1H-pyrrolo[2,3-b]pyridin-3-yl)methanone